C1(CC1)[C@H](C)NC(=O)C=1NC(=NN1)C=1C=C(C=CC1)C=1OC(=CN1)C(=O)N[C@@H](C(C)C)C(=O)OC(C)C isopropyl (2-(3-(5-(((S)-1-cyclopropylethyl)carbamoyl)-4H-1,2,4-triazol-3-yl)phenyl)oxazole-5-carbonyl)-L-valinate